N-{5-[(1R,3R)-3-[4-(trifluorometh-yl)phenyl]cyclobutoxy]-1H-indol-3-yl}-1,3-thiazole-5-carboxamide FC(C1=CC=C(C=C1)C1CC(C1)OC=1C=C2C(=CNC2=CC1)NC(=O)C1=CN=CS1)(F)F